1-acryloyloxy-3-methacryloyloxyglycerol C(C=C)(=O)OOCC(O)COOC(C(=C)C)=O